CN(C\C=C/1\C(N(CC1C)C=1C=CC=2N=CN=C(C2N1)NC1=CC(=C(C=C1)OC1=CC2=C(N(N=N2)C)C=C1)C)=O)C (3E)-3-[2-(dimethylamino)ethylidene]-4-methyl-1-[4-({3-methyl-4-[(1-methyl-1,2,3-benzotriazol-5-yl)oxy]phenyl}amino)pyrido[3,2-d]pyrimidin-6-yl]pyrrolidin-2-one